C(=O)(O)[C@H](O)[C@@H](O)C(=O)O.N[C@H](C(=O)N)CCCl L-2-amino-4-chlorobutyramide L-tartrate